2-[2-amino-4-(4-aminopiperidin-1-yl)-5-(3-fluoro-5-methylphenyl)pyridin-3-yl]-1H-indole-6-carbonitrile NC1=NC=C(C(=C1C=1NC2=CC(=CC=C2C1)C#N)N1CCC(CC1)N)C1=CC(=CC(=C1)C)F